NC1=CC=C(N=N1)CC1(C(NC(CC1)C(F)(F)F)=O)C(=O)OC methyl 3-((6-aminopyridazin-3-yl)methyl)-2-oxo-6-(trifluoromethyl)piperidine-3-carboxylate